COC=1C=C(C=C(C1)OC)OC(CC)=O.COC1=CC=C(C(C(=O)O)O)C=C1 4-methoxymandelic acid 3,5-dimethoxyphenyl-propanoate